oxazine-3-sulfonimidamide O1NC(=CC=C1)S(=O)(N)=N